6-benzyl-4-[[5-[2,4-difluoro-3-[(4-methoxyphenyl)methoxy]phenyl]-1,3,4-thiadiazol-2-yl]methyl]-4,6-diazaspiro[2.4]heptane-5,7-dione C(C1=CC=CC=C1)N1C(N(C2(CC2)C1=O)CC=1SC(=NN1)C1=C(C(=C(C=C1)F)OCC1=CC=C(C=C1)OC)F)=O